C(C)(C)(C)C1=C(C=C(N)C=C1)Cl 4-(tert-butyl)-3-chloroaniline